(R)-(3-(4,5-Dimethylthiooxazol-2-yl)-8-methyl-5,6-dihydro-[1,2,4]triazolo[4,3-a]pyrazin-7(8H)-yl)(4-fluorophenyl)methanone CSC=1N=C(OC1SC)C1=NN=C2N1CCN([C@@H]2C)C(=O)C2=CC=C(C=C2)F